ClC1=CC=C(C=C1)[C@H]1C[C@@H](CO1)C1=NOC(=N1)CN1C=NC=2N=CN(C2C1=O)C 1-((3-((3R,5R)-5-(4-chlorophenyl)tetrahydro-furan-3-yl)-1,2,4-oxadiazol-5-yl)methyl)-7-methyl-1,7-dihydro-6H-purin-6-one